8,10-dibromo-2,3-dimethoxy-7,7,9-trimethyl-7H-benzo[c]fluoren-5-ol BrC1=C(C(=CC=2C=3C4=C(C(=CC3C(C12)(C)C)O)C=C(C(=C4)OC)OC)Br)C